1-(4-(2,6-dihydroxy-5'-methyl-4-pentyl-1',2',3',4'-tetrahydro-[1,1'-biphenyl]-3-carbonyl)piperazin-1-yl)ethan-1-one OC1=C(C(=CC(=C1C(=O)N1CCN(CC1)C(C)=O)CCCCC)O)C1CCCC(=C1)C